COC1CN(CC1)C(C)=O 1-(3-methoxypyrrolidin-1-yl)ethan-1-one